CC=1N=CSC1C1=CC=C(C=C1)[C@H](C)C1CCC(N1)C(=O)N 5-((S)-1-(4-(4-methylthiazol-5-yl)phenyl)ethyl)pyrrolidine-2-carboxamide